2-methyl-2-[4-[3-[1-[(4-methylphenyl)methyl]-5-oxo-4H-1,2,4-triazol-3-yl]propyl]phenoxy]propanoic acid CC(C(=O)O)(C)OC1=CC=C(C=C1)CCCC1=NN(C(N1)=O)CC1=CC=C(C=C1)C